4-((R or S)-1-((S)-((S)-7-(1-methyl-1H-pyrazol-4-yl)-2,3-dihydro-1H-pyrido[2,3-b][1,4]oxazin-3-yl)(phenyl)methoxy)propan-2-yl)benzonitrile CN1N=CC(=C1)C1=CC2=C(O[C@@H](CN2)[C@@H](OC[C@H](C)C2=CC=C(C#N)C=C2)C2=CC=CC=C2)N=C1 |o1:17|